C1(CC1)C1=C(C=C(C(=O)OC)C=C1OC)OC methyl 4-cyclopropyl-3,5-dimethoxybenzoate